C(#C)C1=CC=C(C=C1)C1=CC=C(C=C1)C=O 4'-ethynyl-4-formylbiphenyl